methyl 4-((((6-(3-bromo-2-chlorophenyl)-2-methoxypyridin-3-yl)methyl)(methyl)amino)methyl)bicyclo[2.2.1]heptane-1-carboxylate BrC=1C(=C(C=CC1)C1=CC=C(C(=N1)OC)CN(C)CC12CCC(CC1)(C2)C(=O)OC)Cl